NC=1C=C(C=NC1C)NC(OC(C)(C)C)=O tert-Butyl (5-amino-6-methylpyridin-3-yl)carbamate